CN1N=CC(=C1)C1=NC2=CC=C(C=C2C=C1)C=O (1-methyl-1H-pyrazol-4-yl)quinoline-6-carbaldehyde